O-(4-((tert-butoxycarbonyl) amino) phenyl) 4-(((3R,4R)-1-(2-cyanoacetyl)-4-methylpiperidin-3-yl) (methyl) amino)-7H-pyrrolo[2,3-d]pyrimidine-7-carbothioate C(#N)CC(=O)N1C[C@@H]([C@@H](CC1)C)N(C=1C2=C(N=CN1)N(C=C2)C(OC2=CC=C(C=C2)NC(=O)OC(C)(C)C)=S)C